2-(3',5'-di-tert-butylbiphenyl-4-yl)-4,4,5,5-tetramethyl-1,3,2-dioxaborolan C(C)(C)(C)C=1C=C(C=C(C1)C(C)(C)C)C1=CC=C(C=C1)B1OC(C(O1)(C)C)(C)C